2-(2,2-difluoroethoxy)acetamide FC(COCC(=O)N)F